t-amyl peroxy-isobutyrate C(C(C)C)(=O)OOC(C)(C)CC